C(C1=CC=CC=C1)N1C([C@@H]2CO[C@@H]([C@H]1CC1=CC=CC=C1)O2)=O (1S,4R,5R,7S)-3,4-dibenzyl-2-oxo-6,8-dioxa-3-azabicyclo[3.2.1]octane